(-)-cis-6-(4-((4-Chlorophenyl)difluoromethyl)piperidine-1-carbonyl)hexahydro-2H-pyrido[4,3-b][1,4]oxazin-3(4H)-one ClC1=CC=C(C=C1)C(C1CCN(CC1)C(=O)N1C[C@@H]2[C@@H](OCC(N2)=O)CC1)(F)F